Titanium triisobutoxide CC(C)C[O-].CC(C)C[O-].CC(C)C[O-].[Ti+3]